C1(=CC=C(C=C1)[B-](C1=CC=C(C=C1)C)(C1=CC=C(C=C1)C)C1=CC=C(C=C1)C)C.C(CC)[NH+](CCC)CCC Tripropylammonium tetra(p-tolyl)borat